(S)-1-(2-((2-aminoethyl)(methyl)amino)pyrimidin-5-yl)-3-(1-(5-fluoro-3-methylbenzofuran-2-yl)-2-methylpropyl)urea NCCN(C1=NC=C(C=N1)NC(=O)N[C@@H](C(C)C)C=1OC2=C(C1C)C=C(C=C2)F)C